C(#N)C=1C=CC(=C2C=CC=NC12)OC1CCC(CC1)NC(=O)C=1N=NC(=CC1)N1CCC(CC1)CN1CCN(CC1)C=1C=C2C=NN(C(C2=CC1)=O)C1C(NC(CC1)=O)=O N-((1r,4r)-4-((8-cyanoquinolin-5-yl)oxy)cyclohexyl)-6-(4-((4-(2-(2,6-dioxopiperidin-3-yl)-1-oxo-1,2-dihydrophthalazin-6-yl)piperazin-1-yl)methyl)piperidin-1-yl)pyridazine-3-carboxamide